2-Methyl-6-(2,3,5,6-Tetrafluoro-4'-((4-MethylAzinan-1-yl)Methyl)-[1,1'-Biphenyl]-4-yl)-1H-benzo[d]Imidazol CC1=NC2=C(N1)C=C(C=C2)C2=C(C(=C(C(=C2F)F)C2=CC=C(C=C2)CN2CCC(CC2)C)F)F